tert-butyl (S)-2-(((S)-4-chloro-3-oxo-1-((S)-2-oxopyrrolidin-3-yl)butan-2-yl)carbamoyl)-4-phenylpiperazine-1-carboxylate ClCC([C@H](C[C@H]1C(NCC1)=O)NC(=O)[C@H]1N(CCN(C1)C1=CC=CC=C1)C(=O)OC(C)(C)C)=O